5-(4,4-difluoro-1-(1-((5-fluoro-pyridin-2-yl)-amino)-1-oxo-propan-2-yl)-piperidin-3-yl)-2-oxo-1,2-dihydro-pyridine-3-carboxamide FC1(C(CN(CC1)C(C(=O)NC1=NC=C(C=C1)F)C)C=1C=C(C(NC1)=O)C(=O)N)F